C(C)N(CC)CCC[Si](OC)(OC)C N,N-diethyl-aminopropyl-methyldimethoxysilane